FC1=C(C#N)C=CC(=C1)C1=NC=2C(=NC=CC2N2CC3(CC2)CNCC3)N1C1=C(C=C(C=C1)N1C[C@H](CC1)OC)F 2-fluoro-4-(3-(2-fluoro-4-((S)-3-methoxypyrrolidin-1-yl)phenyl)-7-(2,7-diazaspiro[4.4]nonan-2-yl)-3H-imidazo[4,5-b]pyridin-2-yl)benzonitrile